C(=CCCCCC)CO[SiH](C)C 1-heptenyldimethylmethoxysilane